2-((6-((3-bromobenzyl)amino)-9H-purin-9-yl)methyl)tetrahydrofuran BrC=1C=C(CNC2=C3N=CN(C3=NC=N2)CC2OCCC2)C=CC1